[I-].C(C)OC(=O)C1CC(C1)C[Zn+] ((3-(ethoxycarbonyl)cyclobutyl)methyl)zinc(II) iodide